4-(4-(3-aminoazetidin-1-yl)-6-methylquinazolin-2-yl)-1-(cyclopropylimino)-2,3,4,5-tetrahydrobenzo[f][1,4]thiazepine NC1CN(C1)C1=NC(=NC2=CC=C(C=C12)C)N1CCS(C2=C(C1)C=CC=C2)=NC2CC2